5-(8-(7-Acetyl-3-ethyl-5,6,7,8-tetrahydroimidazo[1,5-a]pyrazin-1-yl)isoquinolin-3-yl)-N-((3-(2-(2,6-dioxopiperidin-3-yl)-1-oxoisoindolin-4-yl)cyclopent-2-en-1-yl)methyl)picolinamide C(C)(=O)N1CC=2N(CC1)C(=NC2C=2C=CC=C1C=C(N=CC21)C=2C=CC(=NC2)C(=O)NCC2C=C(CC2)C2=C1CN(C(C1=CC=C2)=O)C2C(NC(CC2)=O)=O)CC